CN1C(CC(CC1(C)C)OC(=O)CC(C(CC(=O)OC1CC(N(C(C1)(C)C)C)(C)C)C(=O)OC1CC(N(C(C1)(C)C)C)(C)C)C(=O)OC1CC(N(C(C1)(C)C)C)(C)C)(C)C.CN(C1=CC=C(C=C1)C)C N,N,4-trimethyl-aniline Tetrakis(1,2,2,6,6-pentamethyl-4-piperidyl)-1,2,3,4-butanetetracarboxylate